FC(OC1=C(C=C(OC2=CC=C3CCN(CC3=C2)C(=O)OC(C)(C)C)C=C1)C1=NN(C=C1NC=1C=NN2C1N=CC=C2)CC(N(C)C)=O)F tert-butyl 7-[4-(difluoromethoxy)-3-[1-[(dimethylcarbamoyl) methyl]-4-[pyrazolo[1,5-a]pyrimidin-3-ylamino]-1H-pyrazol-3-yl] phenoxy]-1,2,3,4-tetrahydroisoquinoline-2-carboxylate